FC1=C(C=C(C=C1)NC(=O)C1=C(N(C(=C1C)C(C(=O)NC1CCN(CCC1)C)=O)C)C)C N-(4-fluoro-3-methylphenyl)-1,2,4-trimethyl-5-(2-((1-methylazepan-4-yl)amino)-2-oxoacetyl)-1H-pyrrole-3-carboxamide